naphthalen-1-yl-propanol C1(=CC=CC2=CC=CC=C12)C(CC)O